O=C1C(C(OC2=CC=CC=C12)C1=CC=CC=C1)(C(=O)[O-])CC=C=CC1=CC=CC=C1 4-oxo-2-phenyl-3-(4-phenylbuta-2,3-dien-1-yl)chromane-3-carboxylate